((di-tert-butoxyphosphoryl)oxy)methyl (2-(methylamino)ethyl)carbamate CNCCNC(OCOP(=O)(OC(C)(C)C)OC(C)(C)C)=O